C(C=C)OC(=O)N[C@@H](CCC(N)=O)C(=O)O N-(allyloxycarbonyl)-glutamine